1-{[(2S)-5-oxopyrrolidin-2-yl]methoxy}-7-(prop-2-yloxy)isoquinoline-6-carboxylic acid O=C1CC[C@H](N1)COC1=NC=CC2=CC(=C(C=C12)OC(C)C)C(=O)O